1-Benzyl-6-(3,5-dimethylisoxazol-4-yl)-N-(pyridin-3-ylmethyl)-1H-imidazo[4,5-b]pyridin-2-amine C(C1=CC=CC=C1)N1C(=NC2=NC=C(C=C21)C=2C(=NOC2C)C)NCC=2C=NC=CC2